5-methyl-N2-(4-morpholinophenyl)-pyrimidine-2,4-diamine CC=1C(=NC(=NC1)NC1=CC=C(C=C1)N1CCOCC1)N